(S)-2'-methoxy-1,1'-binaphthyl COC1=C(C2=CC=CC=C2C=C1)C1=CC=CC2=CC=CC=C12